CNC1=NC(=NC(=N1)Cl)Cl N-methyl-4,6-dichloro-1,3,5-triazine-2-amine